(3S,4R)-3-acrylamido-4-((6-(2,6-di-chloro-3,5-dimethoxyphenyl)pyrido[3,4-d]pyrimidin-2-yl)amino)-N-meth-ylpyrrolidine-1-carboxamide C(C=C)(=O)N[C@H]1CN(C[C@H]1NC=1N=CC2=C(N1)C=NC(=C2)C2=C(C(=CC(=C2Cl)OC)OC)Cl)C(=O)NC